butyl iso-stearate C(CCCCCCCCCCCCCCC(C)C)(=O)OCCCC